Cl.Cl.N(=NC(C)(C)C1=NCCCN1)C(C)(C)C1=NCCCN1 2,2'-azobis[2-(3,4,5,6-tetrahydropyrimidin-2-yl)-propane] dihydrochloride